N~2~-(6-methoxy-2-methyl-1,2,3,4-tetrahydroisoquinolin-7-yl)-N~7~-[(5-methyl-1,2,4-oxadiazol-3-yl)methyl]quinazoline-2,7-diamine COC=1C=C2CCN(CC2=CC1NC1=NC2=CC(=CC=C2C=N1)NCC1=NOC(=N1)C)C